4-(4-(Hydroxymethyl)-3-methoxybenzyl)piperazine-1-carboxylic acid tert-butyl ester C(C)(C)(C)OC(=O)N1CCN(CC1)CC1=CC(=C(C=C1)CO)OC